C1(=CC=C(C=C1)N(C1=CC=C(C=C1)C=1C=C2C=3C=C4C(=CC3N(C2=CC1)C1=CC=CC=C1)C(C1=CC=CC=C14)(C)C)C1=CC=CC=4C(C2=CC=CC=C2C14)(C)C)C1=CC=CC=C1 biphenyl-4-yl(9,9-dimethyl-9H-fluoren-4-yl)-[4-(12,12-dimethyl-10-phenyl-10,12-dihydro-10-azaindeno[2,1-b]fluoren-7-yl)phenyl]amine